C(CCCCCCCCCCC)(=O)OCC(=O)NCC1=CC(=C(C=C1)O)OC 2-((4-hydroxy-3-methoxy-benzyl) amino)-2-oxoethyl dodecanoate